[Na].ClC=1C=C(C=CC1Cl)CS(=O)(=O)NC(NC1=C2CCCC2=CC=2CCCC12)=O 1-(3,4-Dichlorophenyl)-N-((1,2,3,5,6,7-hexahydro-s-indacen-4-yl)carbamoyl)methanesulfonamide, Sodium Salt